NCCNC(=O)C=1C=C(C=C(C1)C(NCCN)=O)C1=NN=C(N=N1)CP(O)(O)=O ((6-(3,5-bis((2-aminoethyl)carbamoyl)phenyl)-1,2,4,5-tetrazin-3-yl)methyl)phosphonic acid